3-chloro-4-(5-(3,5-dimethylisoxazol-4-yl)-1-(tetrahydro-2H-pyran-4-yl)-1H-pyrrolo[2,3-b]pyridin-3-yl)-5-(trifluoromethoxy)benzoic acid ClC=1C=C(C(=O)O)C=C(C1C1=CN(C2=NC=C(C=C21)C=2C(=NOC2C)C)C2CCOCC2)OC(F)(F)F